C(C)(C)C1=C(C=CC=C1)C(C)C Diisopropylbenzol